N-(6-(7-(1-(2H-tetrazol-2-yl)ethyl)-5-chloro-6-fluoro-1H-indazol-4-yl)imidazo[1,2-a]pyrazin-2-yl)-2-fluorocyclopropane-1-carboxamide N=1N(N=NC1)C(C)C=1C(=C(C(=C2C=NNC12)C=1N=CC=2N(C1)C=C(N2)NC(=O)C2C(C2)F)Cl)F